C(CCC)C1=C2C=CC=CC2=NC=2C3=C(C=CC12)C=CC=C3 7-butyl-benzo[c]acridine